4-[4-(4-t-butylbenzoyl)phenylthio]phenyldi-p-tolyl-sulfonium C(C)(C)(C)C1=CC=C(C(=O)C2=CC=C(C=C2)SC2=CC=C(C=C2)[S+](C2=CC=C(C=C2)C)C2=CC=C(C=C2)C)C=C1